F.F.F.C(C)N(C(C)C)C(C)C ethyldiisopropylamine tri-hydrofluoric acid salt